CN1C2=C(C(=O)N(C1=O)C)N(C=N2)CC(=O)O theophyllineACETIC ACID